N-(t-Butoxycarbonyl)-S-trityl-L-cysteinyl-L-phenylalanine C(C)(C)(C)OC(=O)N[C@@H](CSC(C1=CC=CC=C1)(C1=CC=CC=C1)C1=CC=CC=C1)C(=O)N[C@@H](CC1=CC=CC=C1)C(=O)O